CN(CC1=NN2C(CNCCC2)=C1)C N,N-dimethyl-1-(5,6,7,8-tetrahydro-4H-pyrazolo[1,5-a][1,4]diazepin-2-yl)methanamine